CC=1SC2=C(N1)C=CC(=C2)S(=O)(=O)N2CCN(CC2)C[C@H](C)NC2=NC=NC1=C(C=CC=C21)C=2C=NC=CC2 N-[(2S)-1-{4-[(2-methyl-1,3-benzothiazol-6-yl)sulfonyl]piperazin-1-yl}propan-2-yl]-8-(pyridin-3-yl)quinazolin-4-amine